C(C)(=O)N1CCC(CC1)C1=NN(C=2C=CC=C(C12)C1=C(C=C2C=NN(C2=C1)C)F)CC(=O)NCCNC(OC(C)(C)C)=O tert-butyl N-(2-{2-[3-(1-acetylpiperidin-4-yl)-5'-fluoro-1'-methyl-[4,6'-biindazol]-1-yl]acetamido}ethyl)carbamate